FCC1(CC1)C1=NOC(=N1)C(=O)NCC1=C(C=C(C=C1)B1OC(C(O1)(C)C)(C)C)C 3-(1-(fluoromethyl)cyclopropyl)-N-(2-methyl-4-(4,4,5,5-tetramethyl-1,3,2-dioxaborolan-2-yl)benzyl)-1,2,4-oxadiazole-5-carboxamide